CSCC1(CC1)NS(=O)(=O)C1=CC=CC=C1 N-[1-(methylsulfanylmethyl)cyclopropyl]Benzenesulfonamide